4-amino-N'-(cyclopropanecarbonyl)-N',1-dimethyl-N-((1-methyl-5-(trifluoromethyl)-1H-benzo[d]imidazol-2-yl)methyl)-1H-pyrazolo[4,3-c]quinoline-8-carbohydrazide NC1=NC=2C=CC(=CC2C2=C1C=NN2C)C(=O)N(N(C)C(=O)C2CC2)CC2=NC1=C(N2C)C=CC(=C1)C(F)(F)F